3-aminopropyl-isopropyl-methyl-ethoxysilane ethyl-N-(3-((6-cyano-2-((5-methoxy-7-methyl-1H-indol-4-yl)methyl)-2H-indazol-7-yl)oxy)cyclobutyl)-N-methylglycinate C(C)OC(CN(C)C1CC(C1)OC1=C(C=CC2=CN(N=C12)CC1=C2C=CNC2=C(C=C1OC)C)C#N)=O.NCCC[Si](OCC)(C)C(C)C